C(C)(C)(C)OC(=O)N1CC2CC(CCC2CC1)O 7-hydroxyoctahydroisoquinoline-2(1H)-carboxylic acid tert-butyl ester